L-5-(2'-mercaptoethyl)-hydantoin SCC[C@H]1C(NC(N1)=O)=O